(1R,4R,5S)-2-benzyl-4-(2-fluorophenoxy)-2-azabicyclo[3.2.1]octane C(C1=CC=CC=C1)N1[C@@H]2CC[C@H]([C@H](C1)OC1=C(C=CC=C1)F)C2